2-[3,5-dichloro-2-(hydroxymethyl)-4-pyridinyl]-1-[5-[2-fluoro-1-hydroxy-1-methyl-ethyl]-1-methyl-3,4-dihydro-1H-isoquinolin-2-yl]ethanone ClC=1C(=NC=C(C1CC(=O)N1C(C2=CC=CC(=C2CC1)C(CF)(C)O)C)Cl)CO